3H-benzo[g]indole-5-Carbonitrile N1=CCC2=CC(=C3C(=C12)C=CC=C3)C#N